N-[(E)-N-methoxy-C-methylcarbonimidoyl]-4-[5-(trifluoromethyl)-1,2,4-oxadiazol-3-yl]benzamide CO\N=C(/C)\NC(C1=CC=C(C=C1)C1=NOC(=N1)C(F)(F)F)=O